2-((2s,6r)-2,6-dimethylpiperazin-1-yl)-N-(3-(2,4-dioxotetrahydropyrimidin-1(2H)-yl)-1-methyl-1H-indazol-7-yl)acetamide C[C@@H]1N([C@@H](CNC1)C)CC(=O)NC=1C=CC=C2C(=NN(C12)C)N1C(NC(CC1)=O)=O